(aminomethyl)-3-benzyl-6-chloro-1-ethyl-1H-1,3-benzodiazol-3-ium bromide [Br-].NCC1=[N+](C2=C(N1CC)C=C(C=C2)Cl)CC2=CC=CC=C2